C(C)(C)(C)S tert-Butyl thiol